(5r,8s)-N-(2,4-dichloro-6-(hydroxymethyl)benzyl)-5-fluoro-8-hydroxy-5,6,7,8-tetrahydroquinoline-5-carboxamide ClC1=C(CNC(=O)[C@@]2(C=3C=CC=NC3[C@H](CC2)O)F)C(=CC(=C1)Cl)CO